C1(CC1)S(=O)(=O)C1=CC=C(O1)C(=O)N 5-cyclopropylsulfonyl-furan-2-carboxamide